methyl-3-phenyl-4,5,6,7,8,9-hexahydro-2H-5,9-epiminocycloocta[c]pyrazol CN1N=C2C(=C1C1=CC=CC=C1)CC1CCCC2N1